C1(=CC=CC=C1)C1=CC(=CC(=C1)S=C(N(C)C)[O-])C1=CC=CC=C1 S-([1,1':3',1''-terphenyl]-5'-yl)dimethylcarbamothioate